N-cyanoethyl-N-acetoxyl-ethyl-aniline C(#N)CCN(C1=C(C=CC=C1)CC)OC(=O)C